benzoic thioanhydride C(C1=CC=CC=C1)(=O)SC(C1=CC=CC=C1)=O